C1(CC1)C1=NC=NC(=C1C1=NC=C2C(=N1)N(S(C2)(=O)=O)CC2=CC(=C(C=C2)C=2N(C=C(N2)C(F)(F)F)C(C)C)OC)OC 6-(4-cyclopropyl-6-methoxy-pyrimidin-5-yl)-1-[[4-[1-isopropyl-4-(trifluoromethyl)imidazol-2-yl]-3-methoxy-phenyl]methyl]-3H-isothiazolo[3,4-d]pyrimidine 2,2-dioxide